methyl 7-nitro-2,3-dihydrobenzofuran-5-carboxylate [N+](=O)([O-])C1=CC(=CC=2CCOC21)C(=O)OC